1-(6,6-Difluoro-spiro[3.3]hept-2-yl)-3-[1-(3-trifluoromethyl-phenyl)-ethyl]-urea FC1(CC2(CC(C2)NC(=O)NC(C)C2=CC(=CC=C2)C(F)(F)F)C1)F